4-chloro-1'-(2-{1-[(cis)-3-hydroxy-3-methylcyclobutyl]-7-(trifluoromethyl)-1H-1,3-benzimidazol-5-yloxy}ethyl)spiro[indoline-3,4'-piperidin]-2-one ClC1=C2C(=CC=C1)NC(C21CCN(CC1)CCOC1=CC2=C(N(C=N2)C2CC(C2)(C)O)C(=C1)C(F)(F)F)=O